[Na].NC1=CC=C(C=C1)NC(\C=C/C(=O)O)=O (2Z)-4-[(4-aminophenyl)amino]-4-oxo-2-butenoic acid sodium